N1(CCOCC1)C(=O)C1=CC(=C(C=C1)[N+](=O)[O-])N1CCCCC1 Morpholinyl-(4-nitro-3-(piperidin-1-yl)phenyl)methanone